5-(8-(3,3-difluoro-4,4-dimethylpyrrolidin-1-yl)imidazo[1,2-b]pyridazin-6-yl)pyrimidine-2,4(1H,3H)-dione FC1(CN(CC1(C)C)C=1C=2N(N=C(C1)C=1C(NC(NC1)=O)=O)C=CN2)F